para-hydroxy-m-ethoxybenzyl chloride OC1=C(C=C(CCl)C=C1)OCC